(1,3-dioxolan-2-yl)-1-naphthonitrile O1C(OCC1)C1=C(C2=CC=CC=C2C=C1)C#N